4-[6-({4-[2-amino-6-(m-cyanophenyl)-4-pyrimidinyl]-1H-1,2,3-triazol-1-yl}methyl)-2-pyridinyl]cyclohexanecarboxylic acid NC1=NC(=CC(=N1)C=1N=NN(C1)CC1=CC=CC(=N1)C1CCC(CC1)C(=O)O)C1=CC(=CC=C1)C#N